3-(di-2-thiophenylmethylene)-1-methylpiperidine hydrochloride Cl.S1C(=CC=C1)C(=C1CN(CCC1)C)C=1SC=CC1